(E)-ethyl 3-(pyrimidin-2-yl)acrylate N1=C(N=CC=C1)/C=C/C(=O)OCC